2-Bromo-5-(trifluoro-methyl)-benzonitrile BrC1=C(C#N)C=C(C=C1)C(F)(F)F